BrC1=C(OC2=C(OCC(=O)OCC3CC3)C=CC=C2)C=C(C(=C1)F)N1C(N(C(=CC1=O)C(F)(F)F)C)=O cyclopropylmethyl (2-{2-bromo-4-fluoro-5-[3-methyl-2,6-dioxo-4-(trifluoromethyl)-3,6-dihydropyrimidin-1(2H)-yl]phenoxy}phenoxy)acetate